(S)-1-(4-fluorophenyl)-N-((cis-4-hydroxypyrrolidin-3-yl)methyl)-3,4-dihydroisoquinoline-2(1H)-carboxamide FC1=CC=C(C=C1)[C@@H]1N(CCC2=CC=CC=C12)C(=O)NC[C@@H]1CNC[C@@H]1O